N-[2-(6-bromo-2-pyridinyl)-2-(1-methylpyrazol-4-yl)propyl]-1-(2,4-difluorophenyl)triazole-4-carboxamide BrC1=CC=CC(=N1)C(CNC(=O)C=1N=NN(C1)C1=C(C=C(C=C1)F)F)(C)C=1C=NN(C1)C